(3-ethoxy-6-methylpyridin-2-yl)((1S,4R,6R)-6-((5-(trifluoromethyl)pyridin-2-yl)oxy)-2-azabicyclo[2.2.1]hept-2-yl)methanone C(C)OC=1C(=NC(=CC1)C)C(=O)N1[C@@H]2[C@@H](C[C@H](C1)C2)OC2=NC=C(C=C2)C(F)(F)F